2-methyl-6-(3'-(2-(tetrahydro-2H-pyran-4-yl)ethoxy)-[1,1'-biphenyl]-4-yl)-1H-benzo[d]imidazole-4-carboxylic acid CC1=NC2=C(N1)C=C(C=C2C(=O)O)C2=CC=C(C=C2)C2=CC(=CC=C2)OCCC2CCOCC2